N-[(3R,4R)-4-methyl-1-(1-methyl-5-nitro-indazol-4-yl)pyrrolidin-3-yl]carbamic acid tert-butyl ester C(C)(C)(C)OC(N[C@H]1CN(C[C@H]1C)C1=C2C=NN(C2=CC=C1[N+](=O)[O-])C)=O